6-Bromo-1H-indazole-4-carboxylic acid methyl ester COC(=O)C=1C=2C=NNC2C=C(C1)Br